6-(Cyclopropanecarboxamido)-N-(methyl-d3)-4-((1-methyl-4-oxo-5-(2,2,2-trifluoroethyl)-4,5-dihydro-1H-pyrrolo[3,2-c]pyridin-3-yl)amino)nicotinamide C1(CC1)C(=O)NC1=NC=C(C(=O)NC([2H])([2H])[2H])C(=C1)NC1=CN(C2=C1C(N(C=C2)CC(F)(F)F)=O)C